CC1=C(C=CC=C1)C dimethyl-(benzene)